Z-butyl (4-(methoxymethyl)-6-(trifluoromethyl)benzo[d]thiazol-2-yl)carbamate COCC1=CC(=CC2=C1N=C(S2)NC(OCCCC)=O)C(F)(F)F